Racemic-N-[5-[2-methyl-5-(7-oxa-2-azaspiro[3.5]nonan-3-ylmethoxy)-4-pyridyl]pyrazolo[1,5-a]pyridin-2-yl]cyclopropanecarboxamide CC1=NC=C(C(=C1)C1=CC=2N(C=C1)N=C(C2)NC(=O)C2CC2)OC[C@@H]2NCC21CCOCC1 |r|